C(CC)C1=NC(=NO1)C=1C=C(CON=C(C)C2=C(C(=C(C=C2)O)O)Cl)C=CC1 (2-chloro-3,4-dihydroxyphenyl)ethane-1-one O-(3-(5-propyl-1,2,4-oxadiazol-3-yl)benzyl) oxime